C1(CC1)S(=O)(=O)NC=1SC=C(N1)C(C)(C)NC(=O)C=1C=CC(=NC1)C1=NC=CC=C1 N-(2-(2-(cyclopropanesulfonamido)thiazol-4-yl)propan-2-yl)-[2,2'-bipyridine]-5-carboxamide